2-bromo-3-fluoro-6-(1-methyl-1H-1,2,4-triazol-5-yl)pyridine BrC1=NC(=CC=C1F)C1=NC=NN1C